Ethyl-((2-(bis(t-butoxycarbonyl) amino)-3-chloropyridin-4-yl) thio)-3-(4-((t-butoxycarbonyl) amino)-4-methylpiperidin-1-yl)-5-methylpyrazine-2-carboxylate C(C)N1C(C(=NC(=C1SC1=C(C(=NC=C1)N(C(=O)OC(C)(C)C)C(=O)OC(C)(C)C)Cl)C)N1CCC(CC1)(C)NC(=O)OC(C)(C)C)C(=O)[O-]